1-(5-bromo-2-methoxyphenyl)-N,N-dimethylethan-1-amine BrC=1C=CC(=C(C1)C(C)N(C)C)OC